isopropyl 5-(hydroxymethyl)furan-2-carboxylate OCC1=CC=C(O1)C(=O)OC(C)C